ClC=1C=CC2=C(NC3=C(N(C2=O)CCOCCOC)C=CC=C3)C1 3-chloro-10-[2-(2-methoxyethoxy)ethyl]-5,10-dihydro-11H-dibenzo[b,e][1,4]diazepin-11-one